N,N-dimethyl-propaneamide CN(C(CC)=O)C